O1CCC2=C1C=CC=C2NC(C2=C(C(=CC=C2)C(F)(F)F)Cl)=O N-(2,3-dihydro-benzofuran-4-yl)-2-chloro-3-trifluoromethyl-benzamide